FC(C1=NN=C(O1)C=1C=NC=2C[C@](N(C(C2C1)=O)C)(C)C1=CC(=CC=C1)F)F (7R)-3-[5-(difluoromethyl)-1,3,4-oxadiazol-2-yl]-7-(3-fluorophenyl)-6,7-dimethyl-7,8-dihydro-1,6-naphthyridin-5(6H)-one